3-(4-chloro-3-methylbenzyl)-1-methyl-1-(1-(6-(trifluoromethyl)pyridazin-3-yl)piperidin-3-yl)urea ClC1=C(C=C(CNC(N(C2CN(CCC2)C=2N=NC(=CC2)C(F)(F)F)C)=O)C=C1)C